CC1=NN(C2=NC(=CN=C21)N2CC1(C2)CN(CC1)C1=CC(=NC=C1)C(F)(F)F)C1COC1 2-[3-methyl-1-(oxetan-3-yl)-1H-pyrazolo[3,4-b]pyrazin-6-yl]-6-[2-(trifluoromethyl)pyridin-4-yl]-2,6-diazaspiro[3.4]octane